3-Fluoro-5-{6-[2-(6-fluoro-4-methoxy-2-methyl-indol-1-yl)-ethylamino]-pyrimidin-4-yl}-thiophen FC1=CSC(=C1)C1=NC=NC(=C1)NCCN1C(=CC2=C(C=C(C=C12)F)OC)C